2-[2-[2-[2-[2-[2-[2-[tert-butoxycarbonyl(methyl)amino]ethoxy] ethoxy]ethoxy] ethoxy]ethoxy]ethoxy]ethyl 4-methylbenzenesulfonate CC1=CC=C(C=C1)S(=O)(=O)OCCOCCOCCOCCOCCOCCOCCN(C)C(=O)OC(C)(C)C